N2-(3-(6-isopropoxypyridazin-3-yl)-1,2,4-thiadiazol-5-yl)-N3,N3-dimethylpyridine-2,3-diamine C(C)(C)OC1=CC=C(N=N1)C1=NSC(=N1)NC1=NC=CC=C1N(C)C